(3s,5R)-3-[6-[2-cyano-3-[[ethyl(methyl)sulfanioyl]amino]-6-fluoro-phenoxy]-4-oxo-quinazolin-3-yl]-1-oxa-7-azaspiro[4.4]nonane C(#N)C1=C(OC=2C=C3C(N(C=NC3=CC2)[C@@H]2CO[C@]3(C2)CNCC3)=O)C(=CC=C1N=[SH+](C)CC)F